C(C)CC(C(=O)C1=CC=C(C=C1)SC)(N1CCOCC1)C ethyl-2-methyl-1-[4-methylthiophenyl]-2-morpholino-1-propanone